3-(1,3-dimethyl-1H-pyrazol-4-yl)-6-(5,6-dimethyl-2-(pyrrolidin-1-yl)pyrimidin-4-yl)-5,6,7,8-tetrahydro-1,6-naphthyridine CN1N=C(C(=C1)C=1C=NC=2CCN(CC2C1)C1=NC(=NC(=C1C)C)N1CCCC1)C